2-(pyridin-3-yl)Propionamide N1=CC(=CC=C1)C(C(=O)N)C